O1C(=CC2=C1C=CC=C2)C2=NC1=CC(=CC(=C1C(N2)=O)OC)OC (benzofuran-2-yl)-5,7-dimethoxyquinazolin-4(3H)-one